C1(=CC=CC=2OC3=C(C21)C=CC=C3)C=3C(=C(C(=NC3C3=CC=C(C=C3)N3C2=CC=CC=C2C=2C=C(C=CC32)C)C3=CC=C(C=C3)N3C2=CC=CC=C2C=2C=C(C=CC32)C)C3=CC=C(C=C3)N3C2=CC=CC=C2C=2C=C(C=CC32)C)C3=C(C=CC=C3)C3=NC(=NC(=N3)C3=CC=CC=C3)C3=CC=CC=C3 9,9',9''-((5-(dibenzo[b,d]furan-1-yl)-4-(2-(4,6-diphenyl-1,3,5-triazin-2-yl)phenyl)pyridine-2,3,6-triyl)tris(benzene-4,1-diyl))tris(3-methyl-9H-carbazole)